ClC1=CC=C2C(=C(N(C2=C1F)C=1C=NN(C1)CC)C1CC1)SCCC=1C(=C(C(=O)[O-])C=CC1)F 3-((6-chloro-2-cyclopropyl-1-(1-ethyl-1H-pyrazol-4-yl)-7-fluoro-1H-indol-3-yl) thio)Ethyl-2-fluorobenzoate